C(C1=CC=CC=C1)NC(C(C1=CC(=CC=C1)[N+](=O)[O-])N(C(C=C)=O)C1=CC(=C(C=C1)OC)Cl)=O N-(2-(benzylamino)-1-(3-nitrophenyl)-2-oxoethyl)-N-(3-chloro-4-methoxyphenyl)acrylamide